FC(C=1C=C(C(=CC1)C(F)(F)F)O)(F)F 3,6-bis(trifluoromethyl)phenol